ClC1=CC=C(OP(=O)(OC2=CC=C(C=C2)[N+](=O)[O-])N[C@@H](C)C(=O)OC(C)C)C=C1 Isopropyl ((4-chlorophenoxy)(4-nitrophenoxy)phosphoryl)-L-alaninate